O=C1C2(CC(NC2)C(=O)O)CCN1 6-oxo-2,7-diazaspiro[4.4]nonane-3-carboxylic acid